(S)-2-amino-1-(4-benzylpiperazin-1-yl)-3-(3-fluoro-4-((3-(hydroxymethyl)-1H-pyrrolo[2,3-b]pyridin-4-yl)oxy)phenyl)propan-1-one N[C@H](C(=O)N1CCN(CC1)CC1=CC=CC=C1)CC1=CC(=C(C=C1)OC1=C2C(=NC=C1)NC=C2CO)F